Dihexyl octane-1,8-diyl bis(vinylphosphonate) C(=C)P(OCCCCCC)(OCCCCCCCCOP(OCCCCCC)(=O)C=C)=O